N[C@@H](C(C)C)C(=O)N[C@@H](CCCNC(=O)N)C(=O)O L-valyl-L-citrulline